FC(OC1=C(C=C(C=C1)SC)[N+](=O)[O-])F (4-(Difluoromethoxy)-3-nitrophenyl)(methyl)sulfane